(1R,3aS,6aR)-N-((R)-1-cyano-2-((S)-2-oxopiperidin-3-yl)ethyl)-2-(4-(difluoromethyl)-6-fluoro-1H-indole-2-carbonyl)-5,5-difluorooctahydrocyclopenta[c]pyrrole-1-carboxamide C(#N)[C@@H](C[C@H]1C(NCCC1)=O)NC(=O)[C@@H]1N(C[C@@H]2[C@H]1CC(C2)(F)F)C(=O)C=2NC1=CC(=CC(=C1C2)C(F)F)F